N-[1-(3,5-Dimethyl-1-phenyl-1H-pyrazol-4-ylmethyl)-2,3-dihydro-1H-indol-5-yl]-3,3-dimethylbutyramide CC1=NN(C(=C1CN1CCC2=CC(=CC=C12)NC(CC(C)(C)C)=O)C)C1=CC=CC=C1